C(C)(=O)O[C@@H]1C[C@@H]2CC[C@H]3[C@@H]4CC[C@H](C(C)NCCCC)[C@]4(CC[C@@H]3[C@]2(CC1)C)C 3β-Acetoxy-20-butylamino-5a-pregnane